2-(tert-butyl)-9,10-bis(2-n-hexadecenyl-2-carboxyethyl)carbonyloxyanthracene C(C)(C)(C)C1=CC2=C(C3=CC=CC=C3C(=C2C=C1)OC(=O)CC(C=CCCCCCCCCCCCCCC)C(=O)O)OC(=O)CC(C(=O)O)C=CCCCCCCCCCCCCCC